Chloropropyl-fluorosilicon ClCCC[Si]F